ClC1=CC=C(C=C1)N(C(=S)C=1C=C(C2=C(N(C=N2)C=2C=CC(=NC2)NC(OC)=O)C1)C)C methyl N-[5-[6-[(4-chlorophenyl)-methyl-carbamothioyl]-4-methyl-benzimidazol-1-yl]-2-pyridyl]carbamate